3-(6-((R)-3-methylpiperazin-1-yl)pyridin-3-yl)-1H-pyrazolo[4,3-d]pyrimidine C[C@@H]1CN(CCN1)C1=CC=C(C=N1)C1=NNC2=C1N=CN=C2